Cl.N(C(=N)N)C1=C(C=C(C(=O)N)C=C1)OC 4-guanidino-3-methoxybenzamide hydrochloride